BrC=1SC=CN1 2-Bromothiazole